(2-methoxy-5-(4-(trifluoromethyl)phenoxy)phenyl)-5-oxopyrrolidine-2-carboxamide COC1=C(C=C(C=C1)OC1=CC=C(C=C1)C(F)(F)F)N1C(CCC1=O)C(=O)N